3,4,7,8-tetramethyl-1,10-phenanthroline europium [Eu].CC=1C=NC2=C3N=CC(=C(C3=CC=C2C1C)C)C